ClC1=CC(=C(C=C1)C1(OC2=C(O1)C=CC=C2C2CCN(CC2)CC2=NC1=C(N2CC2=CN=CN2CC)C=CC=C1)C)F 2-({4-[2-(4-Chloro-2-fluorophenyl)-2-methyl-1,3-benzodioxol-4-yl]piperidin-1-yl}methyl)-1-[(1-ethyl-1H-imidazol-5-yl)methyl]-1H-benzimidazol